2-(((1R,4R)-4-(trifluoromethyl)cyclohexyl)oxy)acetic acid FC(C1CCC(CC1)OCC(=O)O)(F)F